NCC1=CC=C(C=C1)B(O)O (4-aminomethylphenyl)boronic acid